(S)-1-Benzyl-4-fluoro-N-(5-methyl-4-oxo-7-(8-oxa-2-azaspiro[4.5]decan-2-yl)-2,3,4,5-tetrahydrobenzo[b][1,4]oxazepin-3-yl)-1H-pyrazol-3-carboxamid C(C1=CC=CC=C1)N1N=C(C(=C1)F)C(=O)N[C@@H]1C(N(C2=C(OC1)C=CC(=C2)N2CC1(CC2)CCOCC1)C)=O